N-(2-ethylhexyl)-2-(4-benzyloxyphenyl)-3,5,7-tribenzyloxyquinolin-4-one C(C)C(CN1C(=C(C(C2=C(C=C(C=C12)OCC1=CC=CC=C1)OCC1=CC=CC=C1)=O)OCC1=CC=CC=C1)C1=CC=C(C=C1)OCC1=CC=CC=C1)CCCC